C(C)OC(\C(=C\OCC)\C#N)=O (2E)-2-cyano-3-ethoxyprop-2-enoic acid ethyl ester